4-amino-3,3-dimethylbutyltrihydroxysilane NCC(CC[Si](O)(O)O)(C)C